COS(=O)(=O)[O-].C[N+](CCO)(CCNC(CCCCCCC\C=C/CCCCCCCC)=O)CCNC(CCCCCCC\C=C/CCCCCCCC)=O methyl-bis(oleamidoethyl)-2-hydroxyethyl-ammonium methyl-sulfate